BrC1=NN(C=2C1=NC(=CC2N2CC(C2)OC(=O)OC(C)(C)C)C(F)(F)F)C(=O)OC(C)(C)C tert-butyl 3-bromo-7-(3-((tert-butoxycarbonyl)oxy)azetidin-1-yl)-5-(trifluoromethyl)-1H-pyrazolo[4,3-b]pyridine-1-carboxylate